N-[4-(1,1,1,2,3,3,3-heptafluoropropan-2-yl)phenyl]-2-[(1-methyl-1H-1,2,3,4-tetrazol-5-yl)sulfanyl]-5-nitrobenzamide FC(C(C(F)(F)F)(F)C1=CC=C(C=C1)NC(C1=C(C=CC(=C1)[N+](=O)[O-])SC1=NN=NN1C)=O)(F)F